NC1=CC(=C(CC2CC3(CN(C3)C(=O)OC(C)(C)C)C2)C=C1)F tert-butyl 6-(4-amino-2-fluorobenzyl)-2-azaspiro[3.3]heptane-2-carboxylate